tert-butyl (1,4-dioxa-8-azaspiro[4.5]decan-8-yl)carbamate O1CCOC12CCN(CC2)NC(OC(C)(C)C)=O